N-methyl-N-(pyridin-3-yl)-[1,2,4]triazolo[4,3-a]quinazolin-5-amine CN(C1=NC=2N(C3=CC=CC=C13)C=NN2)C=2C=NC=CC2